CN(CC(=O)OC)C(CC1N(C(CC1)=O)CC1=C(C=CC=C1)C)=O methyl 2-[methyl-[2-[1-[(2-methylphenyl)methyl]-5-oxopyrrolidin-2-yl]acetyl]amino]acetate